C[C@@H]1OC2=C(N(C1)C(=O)C1=NC=NC(=C1)N1N=C(N=C1)C(C)C)C=CC=C2C [(2S)-2,3-dihydro-2,8-dimethyl-4H-1,4-benzoxazin-4-yl][6-[3-(1-methylethyl)-1H-1,2,4-triazol-1-yl]-4-pyrimidinyl]methanone